FC=1C(=NC=CC1)OC1=CC=C2C(=C(C(OC2=C1)=O)CC1=C2CCNC2=CC=C1)C 7-[(3-fluoro-2-pyridinyl)oxy]-3-(indolin-4-ylmethyl)-4-methyl-chromen-2-one